tert-butyl 2-(4-chloro-3-methylphenyl)-6,6-dimethyl-3-(pyridin-4-yl)-6,7-dihydropyrazolo[1,5-a]pyrazine-5(4H)-carboxylate ClC1=C(C=C(C=C1)C1=NN2C(CN(C(C2)(C)C)C(=O)OC(C)(C)C)=C1C1=CC=NC=C1)C